C(C)(C)(C)OC(=O)N([C@H]1CN([C@@H](C(=C1)C)C(N)=O)C(=O)OC(C)(C)C)O[Si](C)(C)C(C)(C)C tert-butyl (3R,6S)-3-((tert-butoxycarbonyl)((tertbutyldimethylsilyl)oxy)amino)-6-carbamoyl-5-methyl-3,6-dihydropyridine-1(2H)-carboxylate